(2R,3S)-N-(2-amino-4-((4-(trifluoromethyl)benzyl)amino)phenyl)-2,3-difluorooctanamide NC1=C(C=CC(=C1)NCC1=CC=C(C=C1)C(F)(F)F)NC([C@H]([C@H](CCCCC)F)F)=O